4-bromo-1-methyl-1H-pyrazole-3-carbonitrile BrC=1C(=NN(C1)C)C#N